N(=[N+]=[N-])C(C)C1=CC2=C(CN(C2)C(=O)OC(C)(C)C)S1 tert-butyl 2-(1-azidoethyl)-4,6-dihydro-5H-thieno[2,3-c]pyrrole-5-carboxylate